N-(2-Fluoro-4-(trifluoromethyl)phenyl)-2-(((2-(trifluoromethyl)pyridin-4-yl)thio)methyl)-1H-benzo[d]imidazol-5-amine FC1=C(C=CC(=C1)C(F)(F)F)NC1=CC2=C(NC(=N2)CSC2=CC(=NC=C2)C(F)(F)F)C=C1